ClCCC1=C(N=C(S1)NC1=CC=CC=C1)C 5-(2-chloroethyl)-4-methyl-N-phenylthiazol-2-amine